N-(4-((3-fluoro-5-(trifluoromethyl)pyridin-2-yl)amino)-3-(1-methyl-1H-pyrazol-3-yl)phenyl)acrylamide FC=1C(=NC=C(C1)C(F)(F)F)NC1=C(C=C(C=C1)NC(C=C)=O)C1=NN(C=C1)C